Tert-butyl (8aS)-6-chloro-4-fluoro-5-(5-methyl-1H-indazol-4-yl)-8a,9,11,12-tetrahydropyrazino[2',1':3,4][1,4]oxazepino[5,6,7-de]quinazoline-10(8H)-carboxylate ClC1=C2C3=C(N=CN=C3C(=C1C1=C3C=NNC3=CC=C1C)F)N1[C@H](CO2)CN(CC1)C(=O)OC(C)(C)C